6-(3-chloropyridin-4-yl)-2-(methylthio)-8,9-dihydroimidazo[1',2':1,6]pyrido[2,3-d]pyrimidine ClC=1C=NC=CC1C1=CC2=C(N=C(N=C2)SC)N2C1=NCC2